(5Z)-5-(1H-Benzimidazol-5-ylmethylene)-3-methyl-2-[[(3S)-tetrahydropyran-3-yl]amino]imidazol-4-one N1C=NC2=C1C=CC(=C2)\C=C/2\C(N(C(=N2)N[C@@H]2COCCC2)C)=O